NC1=NC=C(C2=C1C(=C(S2)C2=C(C=C(C=C2)NC(C(=C)C)=O)C)C2=CC(=C(C=C2)OC2=NC(=CC=C2)C)F)C=2N=CN(C2)C N-(4-(4-amino-3-(3-fluoro-4-((6-methylpyridin-2-yl)oxy)phenyl)-7-(1-methyl-1H-imidazol-4-yl)thieno[3,2-c]pyridin-2-yl)-3-methylphenyl)methacrylamide